BrCC1=NC=C(C(=O)OC(C)(C)C)C=C1 tert-Butyl 6-(bromomethyl)nicotinate